N,N-bis(hydroxyethyl)-para-phenylenediamine OCCN(C1=CC=C(C=C1)N)CCO